sodium (trimethylsilyl)propionate C[Si](C)(C)OC(CC)=O.[Na]